C(C)(C)(C)OC(=O)N1CCC(CC1)(O)C#CC(=O)OCC 4-(3-ethoxy-3-oxoprop-1-yn-1-yl)-4-hydroxypiperidine-1-carboxylic acid tert-butyl ester